C(=O)(C1=CC=C(C(C)C)C=C1)OO cumoyl hydroperoxide